COC1=CC=C(C(C(=O)O)=C1)N 5-methoxyanthranilic acid